4-(4-(4-chloro-2-(trifluoromethyl)phenyl)-6,7-dimethylpteridin-2-yl)-2-(2-methylpyridin-4-yl)morpholine ClC1=CC(=C(C=C1)C1=NC(=NC2=NC(=C(N=C12)C)C)N1CC(OCC1)C1=CC(=NC=C1)C)C(F)(F)F